(1S,9S)-4-methoxy-17-methyl-5-(1H-pyrazol-1-yl)-17-azatetracyclo[7.5.3.01,10.02,7]heptadeca-2,4,6-triene COC=1C=C2[C@@]34C([C@H](CC2=CC1N1N=CC=C1)N(CC4)C)CCCC3